C(C)(C)(C)C=1C=C(C=C(C1)NC1=C2C(N(C(C2=CC=C1)=O)C1C(NC(CC1)=O)=O)=O)NC(OC(C)(C)C)=O tert-butyl (3-(tert-butyl)-5-((2-(2,6-dioxopiperidin-3-yl)-1,3-dioxoisoindolin-4-yl)amino)phenyl)carbamate